N-(6-chloro-1-(3-(3-chloro-4-hydroxyphenyl)prop-2-yn-1-yl)-3-methyl-2,4-dioxo-1,2,3,4-tetrahydropyrimidin-5-yl)-3-(p-tolyl)propanamide ClC1=C(C(N(C(N1CC#CC1=CC(=C(C=C1)O)Cl)=O)C)=O)NC(CCC1=CC=C(C=C1)C)=O